3-methyl-N-[1-oxo-4-(trifluoromethyl)phthalazin-2(1H)-yl]-3-phenylbutanamide CC(CC(=O)NN1C(C2=CC=CC=C2C(=N1)C(F)(F)F)=O)(C)C1=CC=CC=C1